C(C1=CC=CC=C1)(C1=CC=CC=C1)N1CCN(CC1)C(=O)C=1C=C2C(N(C(C2=CC1F)=O)C1C(NC(CC1)=O)=O)=O 5-(4-benzhydryl-piperazine-1-carbonyl)-2-(2,6-dioxopiperidin-3-yl)-6-fluoroisoindoline-1,3-dione